C(#N)C1([C@H]2CN(C[C@@H]12)C(=O)OC(C)(C)C)C1=CC=CC=C1 tert-butyl (1R,5S,6s)-6-cyano-6-phenyl-3-azabicyclo[3.1.0]hexane-3-carboxylate